ClC=1C(=C(C=CC1F)[C@@H](NC(=O)N1CC(NCC1)=O)[C@@H]1C[C@H](C1)C(F)(F)F)F N-((S)-(3-chloro-2,4-difluorophenyl)(trans-3-(trifluoromethyl)cyclobutyl)methyl)-3-oxopiperazine-1-carboxamide